(3S)-tert-butyl 3-((1R)-2-(4-(3-oxa-8-azabicyclo[3.2.1]octane-8-carbonyl)-2-ethoxybenzamido)-1-hydroxyethyl)-7-(methoxymethoxy)-3,4-dihydroisoquinoline-2(1H)-carboxylate C12COCC(CC1)N2C(=O)C2=CC(=C(C(=O)NC[C@@H](O)[C@H]1N(CC3=CC(=CC=C3C1)OCOC)C(=O)OC(C)(C)C)C=C2)OCC